(R)-N-(1,1-Dioxido-2,3-dihydrothiophen-3-yl)-6-fluoro-2-oxo-N-(thiophen-3-yl)-7-(trifluoromethyl)-1,2-dihydroquinoline-3,8-dicarboxamide O=S1(C[C@@H](C=C1)N(C(=O)C=1C(NC2=C(C(=C(C=C2C1)F)C(F)(F)F)C(=O)N)=O)C1=CSC=C1)=O